4-((1R,3S)-3-hydroxycyclohexylamino)-2-((1R,4R)-4-methoxycycloheptylamino)pyrimidine-5-carboxamide O[C@@H]1C[C@@H](CCC1)NC1=NC(=NC=C1C(=O)N)N[C@H]1CC[C@@H](CCC1)OC